CC1=NC(=CC(=N1)N1CCN(CC1)CC1=CC=C(CC=2C=3C4=C(C(N(C4=CC2)C2C(NC(CC2)=O)=O)=O)C=CC3)C=C1)N1N=C(N=C1)C(F)(F)F 3-(6-(4-((4-(2-methyl-6-(3-(trifluoromethyl)-1H-1,2,4-triazol-1-yl)pyrimidin-4-yl)piperazin-1-yl)methyl)benzyl)-2-oxobenzo[cd]indol-1(2H)-yl)piperidine-2,6-dione